C12C=C(CC(CC1)N2)C2=CC=C1C(N(C=NC1=C2)C2=CC1=CN(N=C1C=C2)C)=O 7-(8-azabicyclo[3.2.1]oct-2-en-3-yl)-3-(2-methyl-2H-indazol-5-yl)quinazolin-4(3H)-one